O=C1C2(CC3=CC(=CC=C13)CC(=O)O)CCCC2 2-(1'-oxo-1',3'-dihydrospiro[cyclopentane-1,2'-indene]-5'-yl)acetic acid